ClC1=CC=C(S1)CNC1=CC(=NN1C(C1=C(C=CC=C1)OC)=O)C1N(CCC1)C(C(C)C)=O 1-[2-(5-{[(5-Chlorothiophen-2-yl)methyl]amino}-1-(2-methoxybenzoyl)-1H-pyrazol-3-yl)pyrrolidin-1-yl]-2-methylpropan-1-on